C(CC)C=1N(C2=NC(=NC(=C2N1)N)OC1=C(C(=C(C=C1)OC)F)F)C1OCCCC1 n-propyl-2-(2,3-difluoro-4-methoxyphenoxy)-9-(tetrahydro-2H-pyran-2-yl)-9H-purin-6-amine